N=1C(=CN2C1C=CC=C2)[NH-] imidazo[1,2-a]pyridin-2-yl-amide